C(C)OC(=O)C=1N(C=C(N1)N)CC(=O)NCC1=CC=C(C=C1)OC.FC=1C=CC(=C(C(=O)N(C)C(C)C)C1)N1C=C(C=2C1=CN=CC2)C2CCN(CC2)C 5-fluoro-N-isopropyl-N-methyl-2-(3-(1-methylpiperidin-4-yl)-1H-pyrrolo[2,3-c]pyridin-1-yl)benzamide ethyl-4-amino-1-(2-((4-methoxybenzyl)amino)-2-oxoethyl)-1H-imidazole-2-carboxylate